4-amino-3-chloro-5-fluoro-6-(2,4,5-trifluorophenyl)-pyridine-2-carboxylic acid methyl ester COC(=O)C1=NC(=C(C(=C1Cl)N)F)C1=C(C=C(C(=C1)F)F)F